C1(=CC=CC=C1)NCC(C)=O 1-(Phenylamino)propan-2-one